N1C(N=CC=C1)C1=C(C(=O)NS(=O)(=O)N(C(C)C)C)C=CC(=C1)F (2H-pyrimidinyl)-4-fluoro-N-[[methyl(1-methylethyl)amino]sulfonyl]benzamide